Chlorobis[4-(trifluoromethyl)phenyl]phosphine ClP(C1=CC=C(C=C1)C(F)(F)F)C1=CC=C(C=C1)C(F)(F)F